C(CCC)C1=CC(=C(C=C1OC)C=1C=NC=CC1)OC 3-(4-butyl-2,5-dimethoxyphenyl)pyridine